1-(3-(aminomethyl)pyrrolidin-1-yl)-2-(3-isopropyl-2-(2-methylpyridin-4-yl)-1H-indol-5-yl)-2-methylpropan-1-one NCC1CN(CC1)C(C(C)(C)C=1C=C2C(=C(NC2=CC1)C1=CC(=NC=C1)C)C(C)C)=O